ClC1=CC2=C(N(C(C(N2C)=O)=O)C2CCN(CC2)C2=NC=C(C=N2)S(=O)(=O)NC)N=C1 2-(4-(7-chloro-1-methyl-2,3-dioxo-2,3-dihydropyrido[2,3-b]pyrazin-4(1H)-yl)piperidine-1-yl)-N-methylpyrimidine-5-sulfonamide